(2R)-2-amino-3-(1-methylcyclopropyl)propan-1-ol N[C@@H](CO)CC1(CC1)C